(2S)-2-amino-3-(4-(4-(1-(5-chloro-3'-methoxy-[1,1'-biphenyl]-2-yl)-2,2,2-trifluoroethoxy)thieno[3,2-d]pyrimidin-7-yl)phenyl)propanoic acid hydrochloride Cl.N[C@H](C(=O)O)CC1=CC=C(C=C1)C1=CSC2=C1N=CN=C2OC(C(F)(F)F)C2=C(C=C(C=C2)Cl)C2=CC(=CC=C2)OC